COC1=CC=C(CC(C(=O)NCC=2SC=CC2)(CCCC(=O)NCC=2SC=CC2)CC2=CC=C(C=C2)OC)C=C1 bis(4-methoxybenzyl)-N,N'-bis(2-thienylmethyl)adipamide